NC=1C=C(C=C(C1)C(F)(F)F)[C@@H](C)NC=1C2=C(N=C(N1)N(C)C)C=NC(=C2)N2CCC(CC2)F (R)-N4-(1-(3-amino-5-(trifluoromethyl)phenyl)ethyl)-6-(4-fluoropiperidin-1-yl)-N2,N2-dimethylpyrido[3,4-d]pyrimidine-2,4-diamine